NC1=NC=CC(=C1Cl)SC=1C=CC=2C(=NC=C(N2)N2C3(CC(C3)N)CCC2)N1 5-(6-((2-amino-3-chloropyridin-4-yl)thio)pyrido[2,3-b]pyrazin-2-yl)-5-azaspiro[3.4]octan-2-amine